C=1(C(C(=O)[O-])=CC=CC1)C=1C(C(=O)[O-])=CC=CC1 diphenate